9-oxo-9H-indeno[2,1-d]pyrimidine-2,7-dinitrile O=C1C=2C=C(C=CC2C2=C1N=C(N=C2)C#N)C#N